4-[5-(aminomethyl)pyrimidin-2-yl]-3-[(4-phenyltriazol-1-yl)methyl]benzonitrile NCC=1C=NC(=NC1)C1=C(C=C(C#N)C=C1)CN1N=NC(=C1)C1=CC=CC=C1